C(C)(C)(C)OC(=O)N1C(CC1)(C)COC1=CC(=C(C=C1)C)CNC([C@H](CCC1=CC=CC=C1)NC([C@H](CCC(=O)OC(C)(C)C)NC(C)=O)=O)=O 2-((3-(((S)-2-((S)-2-acetamido-5-(tert-butoxy)-5-oxopentanamido)-4-phenylbutyrylamino)methyl)-4-methylphenoxy)methyl)-2-methylazetidine-1-carboxylic acid tert-butyl ester